C(C1=CC=CC=C1)OC(=O)N1C(CC(CC1)=O)C=1C=CC2=C(N=CS2)C1 (benzo[d]thiazol-5-yl)-4-oxopiperidine-1-carboxylic acid benzyl ester